tert-butyl (S)-2-(5-(4-amino-1-(4-bromo-2,6-dichlorophenyl)-6-oxo-1,6-dihydropyrimidine-5-carboxamido)pyridin-3-yl)piperidine-1-carboxylate NC=1N=CN(C(C1C(=O)NC=1C=C(C=NC1)[C@H]1N(CCCC1)C(=O)OC(C)(C)C)=O)C1=C(C=C(C=C1Cl)Br)Cl